bis[(2-ethyl-1-oxohexyl)oxy]dioctylstannane C(C)C(C(=O)O[Sn](CCCCCCCC)(CCCCCCCC)OC(C(CCCC)CC)=O)CCCC